(S)-6-allyl-2-((4-((1-(4-fluorophenyl)-2-hydroxyethyl)amino)-5-(3-(quinuclidin-4-yl)-1,2,4-oxadiazol-5-yl)pyridin-2-yl)amino)-6,7-dihydro-5H-pyrrolo[3,4-b]pyridin-5-one C(C=C)N1CC2=NC(=CC=C2C1=O)NC1=NC=C(C(=C1)N[C@H](CO)C1=CC=C(C=C1)F)C1=NC(=NO1)C12CCN(CC1)CC2